(6S,8aR)-6-[8-amino-1-(4-{(1R)-1-hydroxy-1-[3-(trifluoromethyl)phenyl]ethyl}phenyl)imidazo[1,5-a]pyrazin-3-yl]-1,1-dimethylhexahydroindolizin-3(2H)-one NC=1C=2N(C=CN1)C(=NC2C2=CC=C(C=C2)[C@](C)(C2=CC(=CC=C2)C(F)(F)F)O)[C@@H]2CN1C(CC([C@H]1CC2)(C)C)=O